F[C@H]1C[C@H](N(C1)C(CN1CCC(CC1)OC1=CC(=NC2=CC=C(C=C12)F)C(F)(F)F)=O)C#N (2S,4S)-4-fluoro-1-[2-[4-[[6-fluoro-2-(trifluoromethyl)-4-quinolyl]oxy]-1-piperidyl]acetyl]pyrrolidine-2-carbonitrile